FC(S(=O)(=O)OC=1N=CC=C2C1SC=C2F)(F)F 3-fluorothieno[2,3-c]pyridin-7-yl trifluoromethanesulfonate